NC(C(=O)O)CCNC(=N)N amino-4-guanidinobutyric acid